C(C)(C)(C)N1N=C(N=N1)C(=O)NCC1=C(C=C(C=C1)C=1C=2N(C=C(N1)C=1C=NN(C1)C)N=CC2)F 2-(tert-butyl)-N-(2-fluoro-4-(6-(1-methyl-1H-pyrazol-4-yl)pyrazolo[1,5-a]pyrazin-4-yl)benzyl)-2H-tetrazole-5-carboxamide